2,4,6-triaminotoluene trihydrochloride Cl.Cl.Cl.NC1=C(C)C(=CC(=C1)N)N